5-(2-hydroxyethyl)-2-aminobenzoate OCCC=1C=CC(=C(C(=O)[O-])C1)N